FC=1C(=CC(=NC1C)N)OC 5-fluoro-4-methoxy-6-methylpyridin-2-amine